C(#N)/C(/C(=O)NC1=CC(=CC=C1)C(F)(F)F)=C(\C=1C=NOC1C)/O (Z)-2-cyano-3-hydroxy-3-(5-methylisoxazol-4-yl)-N-[3-(trifluoromethyl)phenyl]prop-2-enamide